ClC1=NC(=NC(=C1)OC(F)F)C 4-chloro-6-(difluoromethoxy)-2-methylpyrimidin